CN1C[C@@H](NCC1)C (S)-1,3-dimethylpiperazine